5-CHLORO-1-ISOBUTYL-3-METHYL-1H-PYRAZOLE-4-CARBALDEHYDE ClC1=C(C(=NN1CC(C)C)C)C=O